N12CCCC2C1 azabicyclo[3.1.0]-hexan